C(C)(C)(C)OC(=O)N1C(C2=CC=CC(=C2CC1)N(C(COC)=O)C)C(=O)O 2-(Tert-Butoxycarbonyl)-5-(2-(methoxy)-N-methylacetamido)-1,2,3,4-tetrahydroisoquinoline-1-carboxylic acid